2,5,6-tris(trifluoromethyl)benzyl alcohol FC(C1=C(CO)C(=C(C=C1)C(F)(F)F)C(F)(F)F)(F)F